(4-(1H-tetrazol-1-yl)phenyl)sulfonamide N1(N=NN=C1)C1=CC=C(C=C1)S(=O)(=O)N